(S)-2-(4-(3-(4-methylpiperazin-1-yl)benzoyl)piperazine-1-carbonyl)pyrrolidine-1-carboxylic acid tert-butyl ester C(C)(C)(C)OC(=O)N1[C@@H](CCC1)C(=O)N1CCN(CC1)C(C1=CC(=CC=C1)N1CCN(CC1)C)=O